COC1(COC1)C=1C=C(C=CC1)C(=O)N1CCC(CC1)OC1=CC=C(C=C1)C(F)(F)F (3-(3-methoxyoxetan-3-yl)phenyl)(4-(4-(trifluoromethyl)phenoxy)piperidin-1-yl)methanone